FC1=CC(=C(C=C1)B(O)O)OC(C)C (4-fluoro-2-isopropoxyphenyl)boronic acid